S(=O)(=O)(C=1C(=C(C(=CC1)C)O)C)C=1C(=C(C(=CC1)C)O)C sulfonylbis(2,6-dimethylphenol)